4-(3-Oxobutyl)phenyl-4-methoxybenzoat O=C(CCC1=CC=C(C=C1)OC(C1=CC=C(C=C1)OC)=O)C